NC1=NC2=CC(=CC=C2C=C1F)C[C@H]1[C@H]2C[C@H]([C@@H]([C@]2(CC1)O)O)N1C=CC2=C1N=CN=C2C (1S,2R,3aR,4S,6aR)-4-((2-amino-fluoroquinolin-7-yl)methyl)-2-(4-methyl-7H-pyrrolo[2,3-d]pyrimidin-7-yl)hexahydropentalene-1,6a(1H)-diol